C(CCCCCCCCC)OC(CCCCCCC/C=C/CCO)OCCCCCCCCCC (3E)-12,12-didecyloxy-3-dodecen-1-ol